The molecule is a cholestanoid that is 5alpha-cholest-7-ene substituted by a beta-hydroxy group at position 3 and two methyl groups at position 4. It is a 3beta-sterol and a cholestanoid. It derives from a hydride of a 5alpha-cholest-7-ene. C[C@H](CCCC(C)C)[C@H]1CC[C@@H]2[C@@]1(CC[C@H]3C2=CC[C@@H]4[C@@]3(CC[C@@H](C4(C)C)O)C)C